C(C)(=O)N=[S@@](=O)(C)C=1C=C(C=CC1)NC(=O)C1=C(N=NC(=C1C)C1=CC=C(C=C1)C)OC1=C(C=C(C=C1)C#N)OC (R)-N-[3-(N-acetyl-S-methyl-sulfonimidoyl)phenyl]-3-(4-cyano-2-methoxy-phenoxy)-5-methyl-6-(p-tolyl)pyridazine-4-carboxamide